3-(2,2,6,6-tetramethylpiperidinyloxy)-5-chloro-indoline CC1(N(C(CCC1)(C)C)OC1CNC2=CC=C(C=C12)Cl)C